[Zn].N1CCNCCCNCCNCCC1 1,4,8,11-tetraazacyclotetradecane zinc